1-((2S)-2-((1R,3aS,7aR,E)-4-(bromomethylene)-7a-methyloctahydro-1H-inden-1-yl)propyl)-4-(trifluoromethyl)piperidine Br\C=C/1\[C@H]2CC[C@@H]([C@]2(CCC1)C)[C@@H](CN1CCC(CC1)C(F)(F)F)C